(S)-3-(cyclopropylmethoxy)-4-(5-(3,5-dimethylisoxazol-4-yl)-1-(1-(pyridin-2-yl)ethyl)-1H-pyrrolo[2,3-b]pyridin-3-yl)benzoic acid C1(CC1)COC=1C=C(C(=O)O)C=CC1C1=CN(C2=NC=C(C=C21)C=2C(=NOC2C)C)[C@@H](C)C2=NC=CC=C2